Butyl N-[(1R)-2-[(4aR,8aS)-3,4,4a,5,6,7,8,8a-octahydro-2H-quinolin-1-yl]-1-(cyanomethyl)-2-oxo-ethyl]carbamate N1(CCC[C@H]2CCCC[C@H]12)C([C@@H](CC#N)NC(OCCCC)=O)=O